6-isopropyl-9-methyl-5-propyl-tridecene C(C)(C)C(C(CCC=C)CCC)CCC(CCCC)C